FC1=C(C(=C2C=CNC2=C1F)SC)OC=1C=CC(=C(C1)C=1NC=C(N1)[C@]1(CCOC2=C(C=CC=C12)CC(C(=O)O)(C)C)C)F 3-[(4S)-4-[2-[5-[(6,7-difluoro-4-methylsulfanyl-1H-indol-5-yl)oxy]-2-fluoro-phenyl]-1H-imidazol-4-yl]-4-methyl-chroman-8-yl]-2,2-dimethyl-propanoic acid